CC(C)(C)OC(=O)N1CCCC(=O)C1 Boc-3-Piperidone